N1-(2-methyl-2-phenylcyclopropyl)cyclohexane-1,4-diamine CC1(C(C1)NC1CCC(CC1)N)C1=CC=CC=C1